FC1=C(C2=C(SC3=C2C=CC=C3)C=C1)F difluorodibenzothiophene